rac-tert-butyl 2-{6-bromoimidazo[1,2-a]pyridine-2-yl}-4-methoxypyrrolidine-1-carboxylate BrC=1C=CC=2N(C1)C=C(N2)C2N(CC(C2)OC)C(=O)OC(C)(C)C